C(#N)C1=CC=2C(N=C1)=CN(N2)C[C@@H]2CC[C@H](CC2)C(=O)O trans-4-[(6-cyanopyrazolo[4,3-b]pyridin-2-yl)methyl]cyclohexanecarboxylic acid